OCNC(CCCCCCCCCCCCCCCCC)=O N-(Hydroxymethyl)stearamid